CC1=CC=C(C=C1)S(=O)(=O)OC1=CC(=C(C(=C1C)OCC1=CC=CC=C1)C(=O)N1CC2=CC=CC(=C2C1)O)OS(=O)(=O)C1=CC=C(C=C1)C 5-(Benzyloxy)-4-(4-hydroxyisoindoline-2-carbonyl)-6-methyl-1,3-phenylene bis(4-methylbenzenesulfonate)